C(=O)(O)C=1C=C(C=CC1C(=O)O)C=1C=NC=C(C1)C1=CC(=C(C=C1)C(=O)O)C(=O)O 3,5-bis(3,4-dicarboxyphenyl)pyridine